COC(C1CCN(CC1)C1=CC=C(C=C1)[C@H]1C=2C=CC(=CC2CC[C@H]1C1=NN(C=C1)C)O)OC (5S,6R)-5-(4-(4-(dimethoxymethyl)piperidin-1-yl)phenyl)-6-(1-methyl-1H-pyrazol-3-yl)-5,6,7,8-tetrahydronaphthalen-2-ol